(E)-6-(4-ethoxyphenyl)-N'-((5-methoxybenzo[d]thiazol-7-yl)methylene)pyrazine-2-carbohydrazide C(C)OC1=CC=C(C=C1)C1=CN=CC(=N1)C(=O)N/N=C/C1=CC(=CC=2N=CSC21)OC